6-((4'-(tert-butyl)-3-nitro-[1,1'-biphenyl]-4-yl)oxy)-1H,3H-benzo[de]isochromene-1,3-dione C(C)(C)(C)C1=CC=C(C=C1)C1=CC(=C(C=C1)OC=1C=CC=2C(OC(C3=CC=CC1C23)=O)=O)[N+](=O)[O-]